FC1=C(CN2N=C(N=C2)C(=O)N[C@@H]2C(N(C=3N(CC2)N=C(C3)C)C)=O)C(=CC=C1)F (S)-1-(2,6-Difluorobenzyl)-N-(2,4-dimethyl-5-oxo-5,6,7,8-tetrahydro-4H-pyrazolo[1,5-a][1,3]diazepin-6-yl)-1H-1,2,4-triazol-3-carboxamid